3-[1-[3,6-Dimethyl-4-oxo-2-(3-pyridyl)chromen-8-yl]ethylamino]pyridine-2-carboxylic acid CC1=C(OC2=C(C=C(C=C2C1=O)C)C(C)NC=1C(=NC=CC1)C(=O)O)C=1C=NC=CC1